[Sb].[Cr].[Ti] titanium-chromium-antimony